11-(t-butyldimethylsilyloxy)-3,6,9-trioxa-1-undecanol [Si](C)(C)(C(C)(C)C)OCCOCCOCCOCCO